ClC1=C(C(=CC=C1)Cl)/C=C/C(/C)=N/OCC1=C(C=CC=C1)/C(/C(=O)NC)=N/OC 2-{2-[(E)-3-(2,6-dichloro-phenyl)-1-methyl-prop-2-ene-(E)-ylideneaminooxymethyl]-phenyl}-2-[(Z)-methoxyimino]-N-methyl-acetamide